4-(2-(Benzylmethoxy)ethoxy)-2-methoxybenzoyl chloride C(C1=CC=CC=C1)COCCOC1=CC(=C(C(=O)Cl)C=C1)OC